(R)-N-(3-(tert-butyl)-5-cyanopyrazolo[1,5-a]pyridin-2-yl)-2-(2,2,3,3-tetrafluorocyclobutyl)acetamide C(C)(C)(C)C=1C(=NN2C1C=C(C=C2)C#N)NC(C[C@H]2C(C(C2)(F)F)(F)F)=O